NC1=NC(=C(C=2C1=NN(N2)CC2=NC=CC=C2)C2=CN=CO2)C2=C(C#N)C=CC=C2 (4-amino-7-(oxazol-5-yl)-2-(pyridin-2-ylmethyl)-2H-[1,2,3]triazolo[4,5-c]pyridin-6-yl)benzonitrile